C(C)(=O)C(C(=O)OCC)=CC(CCCCCCCCC)C ethyl 2-acetyl-4-methyltridec-2-enoate